C(C1=CC=CC=C1)OC(=O)N1C(COCC1)CSC(C)=O ((acetylthio)methyl)morpholine-4-carboxylic acid benzyl ester